FC1=NC=CC=C1OB(O)O (2-fluoropyridin-3-yl)boric acid